3-(4-bromophenyl)piperidine-2,6-dione BrC1=CC=C(C=C1)C1C(NC(CC1)=O)=O